(3e,8z,11z)-tetradeca-3,8,11-trienyl acetate C(C)(=O)OCC\C=C\CCC\C=C/C\C=C/CC